O=C([C@H](O)[C@@H](O)[C@H](O)[C@H](O)CO)O.O=C([C@H](O)[C@@H](O)[C@H](O)[C@H](O)CO)O.NC(C(=O)NCCN1CCOCC1)C(CC)C 2-amino-3-methyl-N-(2-morpholinoethyl)-pentanamide digluconate